C1(CC1)C=1C(=CC(=C(CN2CCN(CC2)C(=O)OC2=CC=C(C=C2)C(=O)N2CC(C2)CNC[C@@H]([C@H]([C@@H]([C@@H](CO)O)O)O)O)C1)OCC)C(=O)OC 4-(3-((((2S,3R,4R,5R)-2,3,4,5,6-pentahydroxyhexyl)amino)methyl)azetidine-1-carbonyl)phenyl 4-(5-cyclopropyl-2-ethoxy-4-(methoxycarbonyl)benzyl)piperazine-1-carboxylate